[Si](C)(C)(C(C)(C)C)OCCC1=CC=C(C=C1)C=1C=C(C2=CN(N=C2C1Cl)[C@@H](C(=O)OCC)C1=C2N(C=N1)C[C@@H](C2)F)Cl |&1:26| rac-Ethyl 2-(6-(4-(2-((tert-butyldimethylsilyl)oxy)ethyl)phenyl)-4,7-dichloro-2H-indazol-2-yl)-2-((R)-6-fluoro-6,7-dihydro-5H-pyrrolo[1,2-c]imidazol-1-yl)acetate